2-(isopropylamino)-5-(3-(2-oxoindolin-5-yl)-1,2,4-oxadiazol-5-yl)benzonitrile C(C)(C)NC1=C(C#N)C=C(C=C1)C1=NC(=NO1)C=1C=C2CC(NC2=CC1)=O